3-(5-((4-Benzylpiperidin-1-yl)methyl)-4H-1,2,4-triazol-3-yl)-6-fluoro-1H-indole C(C1=CC=CC=C1)C1CCN(CC1)CC=1NC(=NN1)C1=CNC2=CC(=CC=C12)F